4-[[(1R)-1-[3-(difluoromethyl)-2-fluoro-phenyl]ethyl]amino]-2-methyl-6-[3-(trifluoromethyl)pyrrolidin-3-yl]pyrido[3,4-d]pyridazine-1,7-dione FC(C=1C(=C(C=CC1)[C@@H](C)NC1=NN(C(C=2C1=CN(C(C2)=O)C2(CNCC2)C(F)(F)F)=O)C)F)F